C12(CC3CC(CC(C1)C3)C2)NCC2=CC=C(C(=O)NC=3C=CC=C1C(=NN(C31)C)C3C(NC(CC3)=O)=O)C=C2 4-(((adamantan-1-yl)amino)methyl)-N-(3-(2,6-dioxopiperidin-3-yl)-1-methyl-1H-indazol-7-yl)benzamide